6-(4-isopropylphenyl)-8-methoxy-2-oxo-2H-chromene-3-carbonitrile C(C)(C)C1=CC=C(C=C1)C=1C=C2C=C(C(OC2=C(C1)OC)=O)C#N